benzyl-methyl-p-methoxycarbonyl-phenyl-sulfonium C(C1=CC=CC=C1)[S+](C1=CC=C(C=C1)C(=O)OC)C